BrC=1N=C(C=2N=CN([C@H]3C[C@H](O)[C@@H](CO)O3)C2N1)N 2-bromo-2'-deoxyadenosine